(S)-tert-butyl 6-(4-(2-(dimethylamino)Ethyl)phenyl)-3-methyl-3,4-dihydropyridine-1(2H)-carboxylate CN(CCC1=CC=C(C=C1)C1=CC[C@@H](CN1C(=O)OC(C)(C)C)C)C